(R/S)-4-((1-(hydroxymethyl)cyclobutyl)amino)-2-(3-methoxy-3-(4-(pyrrolidin-1-yl)phenyl)azetidin-1-yl)-6,7-dihydrothieno[3,2-d]pyrimidine 5-oxide OCC1(CCC1)NC=1C2=C(N=C(N1)N1CC(C1)(C1=CC=C(C=C1)N1CCCC1)OC)CC[S@]2=O |r|